NC1=NC=NN2C1=C(C=C2C=2C=C(C(=NC2)OC)C(=O)N[C@@H]2CN(C[C@@H]2F)C(CC2(CCCCC2)O)=O)C(F)(F)F 5-[4-amino-5-(trifluoromethyl)pyrrolo[2,1-f][1,2,4]triazin-7-yl]-N-[(3R,4S)-4-fluoro-1-[2-(1-hydroxycyclohexyl)acetyl]pyrrolidin-3-yl]-2-methoxypyridine-3-carboxamide